2-methoxy-4-[(E)-[methyl-(6-methyl-1,1-dioxo-1,2-benzothiazol-3-yl)hydrazono]methyl]phenol COC1=C(C=CC(=C1)/C=N/N(C1=NS(C2=C1C=CC(=C2)C)(=O)=O)C)O